N-[8-{(2,2-Dimethyltetrahydro-2H-pyran-4-yl)methoxy}quinolin-5-yl]acrylamide CC1(OCCC(C1)COC=1C=CC(=C2C=CC=NC12)NC(C=C)=O)C